C(C)(C)(C)OC(\C=C\C=1C=NN(C1)C)=O.NC=1N=C(SC1C(=O)C=1C=NC(=CC1)N1CC2CC2C1)N(C1=CC=C(C=C1)F)C(C(=O)N)C (N-[4-amino-5-[6-(3-azabicyclo[3.1.0]hex-3-yl)pyridine-3-carbonyl]thiazol-2-yl]-4-fluoro-anilino)propanamide Tert-butyl-(E)-3-(1-methyl-1H-pyrazol-4-yl)acrylate